O1C(OCC1)C1=NC=CC=C1O (1,3-dioxolan-2-yl)pyridin-3-ol